(S)-N-(8-(methylamino)-5-((4-((tetrahydrofuran-3-yl)oxy)phenyl)ethynyl)-2,7-naphthyridin-3-yl)cyclopropanecarboxamide CNC=1N=CC(=C2C=C(N=CC12)NC(=O)C1CC1)C#CC1=CC=C(C=C1)O[C@@H]1COCC1